6-(8-chloro-5,6-dihydro-4H-[1,4]oxazepino[5,6,7-de]quinazolin-9-yl)-4-methyl-5-(trifluoromethyl)pyridin-2-amine ClC1=C2C=3C(=NC=NC3C=C1C1=C(C(=CC(=N1)N)C)C(F)(F)F)NCCO2